N-(2-pyridylmethyl)-N'-(3-phenylpropyl)-N'-(5,6,7,8-tetrahydro-8-quinolinyl)-1,4-xylylenediamine N1=C(C=CC=C1)CNCC1=CC=C(C=C1)CN(C1CCCC=2C=CC=NC12)CCCC1=CC=CC=C1